(R)-((1-(3,6-Dichloropyridine-2-carbonyl)-5,5-difluoropiperidin-2-yl)methyl)carbamate ClC=1C(=NC(=CC1)Cl)C(=O)N1[C@H](CCC(C1)(F)F)CNC([O-])=O